BrC=1C=C(C=CC1)C(C)NC(OCCCC)=O Butyl (1-(3-bromophenyl)ethyl)carbamate